1,3,5-tris[4-(pyridin-4-yl)phenyl]benzene N1=CC=C(C=C1)C1=CC=C(C=C1)C1=CC(=CC(=C1)C1=CC=C(C=C1)C1=CC=NC=C1)C1=CC=C(C=C1)C1=CC=NC=C1